ClC(C1=NC(=NO1)C=1C=NC(=NC1)NC(C)C1=CC=NC=C1)(F)F 5-[5-[chloro(difluoro)methyl]-1,2,4-oxadiazol-3-yl]-N-[1-pyridin-4-ylethyl]pyrimidin-2-amine